ClC=1SC(=C(N1)CCC(=O)OCC)Cl ethyl 3-(2,5-dichloro-1,3-thiazol-4-yl)-propionate